O[C@H]1[C@@H](N(C1)C=1N=C(C2=C(N1)CCC2)C2=CC=C(S2)C(=O)N)C 5-(2-((2S,3R)-3-hydroxy-2-methylazetidin-1-yl)-6,7-dihydro-5H-cyclopenta[d]pyrimidin-4-yl)thiophene-2-carboxamide